C(C)(C)(C)[Si](OCCN1CC2=CC=CC=C2CC1)(C)C 2-(2-(tert-Butyldimethyl-siloxy)ethyl)-1,2,3,4-tetrahydroisoquinoline